tert-butyl 3-(3-hydroxypropyl)-8-azabicyclo[3.2.1]octane-8-carboxylate OCCCC1CC2CCC(C1)N2C(=O)OC(C)(C)C